C(C)(C)(C)OC(=O)N1CCC(C2=CC=C(N=C12)Cl)C.ClC=1C(=NC=CC1)N(C(C1=CC(=CC=C1)C1=NN=NN1)=O)[C@H]1CNCC1 (R)-N-(3-chloropyridin-2-yl)-N-(pyrrolidin-3-yl)-3-(1H-tetrazol-5-yl)benzamide tert-butyl-7-chloro-4-methyl-3,4-dihydro-1,8-naphthyridine-1(2H)-carboxylate